cyclopropane-1-carboxylic acid ethyl ester C(C)OC(=O)C1CC1